(3-amino-2-hydroxypropyl)(4-((3-amino-2-hydroxypropyl)amino)butyl)carbamic acid NCC(CN(C(O)=O)CCCCNCC(CN)O)O